4-(6-chloro-3-((1-(3-(2-hydroxyethyl)-4,7-dimethyl-5-oxo-4,5-dihydro-3H-pyrazolo[3,4-c]isoquinolin-9-yl)ethyl)amino)pyridin-2-yl)-2-fluoro-N-methylbenzamide ClC1=CC=C(C(=N1)C1=CC(=C(C(=O)NC)C=C1)F)NC(C)C=1C=2C3=C(N(C(C2C=C(C1)C)=O)C)N(N=C3)CCO